N-(2-(4-((3-((1H-pyrazol-4-yl)amino)-5-fluorobenzyl)amino)butoxy)ethyl)-6-(isoxazol-4-yl)-1H-indazol-4-amine N1N=CC(=C1)NC=1C=C(CNCCCCOCCNC=2C=3C=NNC3C=C(C2)C=2C=NOC2)C=C(C1)F